2-methyl-N-(2-((R)-9-(pyridin-2-yl)-6-oxaspiro[4.5]decan-9-yl)ethyl)-1,2,5,6-tetrahydro-4H-pyrrolo[3,2,1-ij]quinolin-6-amine CC1CC=2C=CC=C3C(CCN1C23)NCC[C@]2(CCOC3(CCCC3)C2)C2=NC=CC=C2